C(C)(C)(C)OC(=O)N[C@@H](CCC(=O)OC(CC\C=C/CCCCC)CCCCCCCCCCCCCC)C(=O)OC(CC\C=C/CCCCC)CCCCCCCCCCCCCC Di((Z)-tetracos-6-en-10-yl) (tert-butoxycarbonyl)-L-glutamate